1-amino-4-bis-(2'-hydroxy-ethyl)aminobenzene NC1=CC=C(C=C1)N(CCO)CCO